(1R,2S)-2-((tert-Butyldimethylsilyl)oxy)-N-((2-(4'-fluoro-2'-(4-methyl-4H-1,2,4-triazol-3-yl)-[1,1'-biphenyl]-3-yl)-7-methylbenzo[d]oxazol-5-yl)methyl)-N-methylcyclopentan-1-amine [Si](C)(C)(C(C)(C)C)O[C@@H]1[C@@H](CCC1)N(C)CC=1C=C(C2=C(N=C(O2)C=2C=C(C=CC2)C2=C(C=C(C=C2)F)C2=NN=CN2C)C1)C